C(C)(C)(C)OC(=O)N1C[C@H]([C@H](CC1)O)C1=CC=C(C=C1)C(=O)OC (3R,4S)-4-hydroxy-3-(4-(methoxycarbonyl)phenyl)piperidine-1-carboxylic acid tert-butyl ester